BrC1=C(C=NN(C1=O)C)N[C@@H]1C[C@@H](CN(C1)C)C1=CC=C(C(=O)N2CCC3(CC2)CCN(CC3)C3=C(C=C(C=C3)C3C(NC(CC3)=O)=O)OC(F)(F)F)C=C1 3-[4-[3-[4-[(3R,5R)-5-[(5-bromo-1-methyl-6-oxo-pyridazin-4-yl)amino]-1-methyl-3-piperidyl]benzoyl]-3,9-diazaspiro[5.5]undecan-9-yl]-3-(trifluoromethoxy)phenyl]piperidine-2,6-dione